C(#N)C1=C(C=C(C=N1)C1=CC(=C2C(=N1)N=C(N2)C2=CC=C(C=C2)N2CCCCC2)N(C)CC2(CCCC2)COC)C(F)(F)F 1-(4-{5-[6-Cyano-5-(trifluoromethyl)pyridin-3-yl]-7-[{[1-(methoxymethyl)cyclopentyl]methyl}(methyl)amino]-1H-imidazo[4,5-b]pyridin-2-yl}phenyl)piperidin